N[C@@H](C(=O)N[C@H]1CN(C[C@H](C1)C)C1=C2C=CC=NC2=C(C=C1)C(F)F)C(F)(F)F (S)-2-amino-N-[(3R,5S)-1-[8-(difluoromethyl)quinolin-5-yl]-5-methylpiperidin-3-yl]-3,3,3-trifluoropropionamide